C=CCCCC normal hexanen